((2S,3R)-2-acetamido-3-methylpentanoyloxy)methyl 1-(2-chlorophenyl)-2-oxocyclohexylmethylcarbamate ClC1=C(C=CC=C1)C1(C(CCCC1)=O)CNC(OCOC([C@H]([C@@H](CC)C)NC(C)=O)=O)=O